BrC=1C(=CC(=NC1)NCC1CCC1)C(F)F 5-bromo-N-(cyclobutylmethyl)-4-(difluoromethyl)pyridin-2-amine